C1CC12NC[C@H](C2)C2=CC(=NC=C2)OCCCCCOC2=CC=C(C=C2)C2C(NC(CC2)=O)=O 3-(4-((5-((4-((R)-4-azaspiro[2.4]heptan-6-yl)pyridin-2-yl)oxy)pentyl)oxy)phenyl)piperidine-2,6-dione